1-N-{6-[(5-cyclopropyl-1H-pyrazol-5-yl)amino]-5-methoxy-1,2-benzoxazol-3-yl}-4-[(2S)-1,4-dioxan-2-yl]-2,6-dimethoxybenzene-1-sulfonamide C1(CC1)C1(C=CNN1)NC1=CC2=C(C(=NO2)NS(=O)(=O)C2=C(C=C(C=C2OC)[C@@H]2OCCOC2)OC)C=C1OC